ClC=1C(=C(C=CC1)NC(=S)C=1C(NCCC1NCC1=C(C=NC=C1)OC[C@H]1OCCOC1)=O)OC N-(3-chloro-2-methoxyphenyl)-4-{[(3-{[(2S)-1,4-dioxan-2-yl]methoxy}pyridin-4-yl)methyl]amino}-2-oxo-1,2,5,6-tetrahydropyridine-3-carbothioamide